FC1=CC=C(C=CC2=C(N)C=CC=C2)C=C1 2-(4-fluorostyryl)aniline